O1CCC(CC1)NC1CNCC1 N-(tetrahydro-2H-pyran-4-yl)pyrrolidin-3-amine